C1(CC1)CN1C(=CC=2C1=NC=CC2F)C(=O)OC(C)(C)C tert-butyl 1-(cyclopropylmethyl)-4-fluoro-1H-pyrrolo[2,3-b]pyridine-2-carboxylate